NO.[N+](=O)([O-])C=1C=NON1 4-nitrofurazan hydroxylamine salt